C(C(=C)C)(=O)OCCCCCCCCCCCCCCCCCCCN azaicosan-20-yl methacrylate